1-(1-(((4-(6-ethyl-1,4-oxazepan-4-yl)-7-(8-ethylnaphthalen-1-yl)-5,6,7,8-tetrahydropyrido[3,4-d]pyrimidin-2-yl)oxy)methyl)cyclopropyl)-N,N-dimethylmethanamine C(C)C1CN(CCOC1)C=1C2=C(N=C(N1)OCC1(CC1)CN(C)C)CN(CC2)C2=CC=CC1=CC=CC(=C21)CC